2-methyl-7-(4-(1-methyl-1H-1,2,3-triazol-4-yl)benzyl)furo[3,2-b]pyridine-5-carboxylic acid CC1=CC2=NC(=CC(=C2O1)CC1=CC=C(C=C1)C=1N=NN(C1)C)C(=O)O